COCCOCCOCCOC1=C(C=O)C=C(C(=C1)C=O)OCCOCCOCCOC 2,5-bis(2-(2-(2-methoxyethoxy)ethoxy)ethoxy)-terephthalaldehyde